1H-1,2,3-triazol-5-yl-{8-[(2,3,4-trifluorophenyl)sulfonyl]-3,8-diazabicyclo[3.2.1]oct-3-yl}methanone N1N=NC=C1C(=O)N1CC2CCC(C1)N2S(=O)(=O)C2=C(C(=C(C=C2)F)F)F